3-(2-(1,8-naphthyridin-2-yl)pyridin-4-yl)-5-(trifluoromethyl)-1,2,4-oxadiazole N1=C(C=CC2=CC=CN=C12)C1=NC=CC(=C1)C1=NOC(=N1)C(F)(F)F